[2H]C(N1C=C(C2=NC=CC=C21)C=2C=NN(C2)CC)(C2CCC(CC2)(F)F)[2H] 1-[dideuterio-(4,4-difluorocyclohexyl)methyl]-3-(1-ethylpyrazol-4-yl)pyrrolo[3,2-b]pyridin